OCCC(C=O)=C 4-hydroxy-2-methylene-butyraldehyde